cerotic acid-d4 C(C(C(CCCCCCCCCCCCCCCCCCCCCCC)([2H])[2H])([2H])[2H])(=O)O